(S)-5-formyl-4-methyl-1-(2-(4-(methylsulfonyl)piperazin-1-yl)propyl)-1H-indole-2-carbonitrile C(=O)C=1C(=C2C=C(N(C2=CC1)C[C@H](C)N1CCN(CC1)S(=O)(=O)C)C#N)C